pyrazolopyrimidineselon N1=NC(C2=C1C=NC=N2)=[Se]